C(#N)C1=C(C=C(C=C1)NC([C@@](CN1C=CC2=CC(=CC=C12)I)(C)O)=O)C(F)(F)F (S)-N-(4-cyano-3-(trifluoromethyl)phenyl)-2-hydroxy-3-(5-iodo-1H-indol-1-yl)-2-methylpropanamide